10-(3-bromo-2-chlorophenoxy)-7,7-dimethyl-N,N-diphenyl-7H-benzo[de]anthracene-3-amine BrC=1C(=C(OC2=CC=3C4=C5C(C=CC=C5C(C3C=C2)(C)C)=C(C=C4)N(C4=CC=CC=C4)C4=CC=CC=C4)C=CC1)Cl